2,6-dimethyl-4-(benzhydryl)-2'-iodo-3'-methylbiphenyl CC1=C(C(=CC(=C1)C(C1=CC=CC=C1)C1=CC=CC=C1)C)C1=C(C(=CC=C1)C)I